γ-aminopropyl-tripropoxysilane NCCC[Si](OCCC)(OCCC)OCCC